N-(5-((4-(1-allyl-1H-indol-3-yl)pyrimidin-2-yl)amino)-4-methoxy-2-(methyl-(2-(methylamino)ethyl)amino)phenyl)acryloylamide C(C=C)N1C=C(C2=CC=CC=C12)C1=NC(=NC=C1)NC=1C(=CC(=C(C1)C=CC(=O)[NH-])N(CCNC)C)OC